CN(CCCN=CC1=C(C=C(C=C1)O)O)C 4-[(3-dimethylaminopropylimino)methyl]benzene-1,3-diol